ClC1=NC2=C(C=CC=C2C(N1C1=C(C=CC=C1)OC(C)C)=O)F 2-Chloro-8-fluoro-3-(2-isopropoxyphenyl)quinazolin-4(3H)-one